[Na+].C(CC)S(=O)(=O)[O-] propylsulfonic acid sodium salt